tert-butyl 5-(4-((2-methoxy-4-(2-methoxyethoxy)phenyl)amino)quinolin-7-yl)-2,5-diazabicyclo[2.2.1]heptane-2-carboxylate COC1=C(C=CC(=C1)OCCOC)NC1=CC=NC2=CC(=CC=C12)N1C2CN(C(C1)C2)C(=O)OC(C)(C)C